2-methacryloyloxyethylmethyl-cyanamide C(C(=C)C)(=O)OCCN(C#N)C